C(C1=CC=CC=C1)ON1[C@@H]2CC[C@H](N(C1=O)C2)C(=O)NOCCCNC(OC(C)(C)C)=O tert-Butyl {3-[{([(2S,5R)-6-benzyloxy-7-oxo-1,6-diazabicyclo[3.2.1]oct-2-yl]carbonyl)amino}oxy]propyl}carbamate